BrC=1C=NC=C(C1)OC1(COC1)C#C 3-bromo-5-((3-ethynyloxetan-3-yl)oxy)pyridine